tert-butyl N-[(1R,2R)-2-methoxycyclopropyl]-N-methylcarbamate CO[C@H]1[C@@H](C1)N(C(OC(C)(C)C)=O)C